C1(=CC=CC=C1)N1N=CC(=N1)C=O 2-phenyl-2H-1,2,3-triazole-4-formaldehyde